The molecule is a member of the class of biladienes that is a linear tetrapyrrole with the dipyrrole units being of both exovinyl and endovinyl type. A product of heme degradation, it is produced in the reticuloendothelial system by the reduction of biliverdin and transported to the liver as a complex with serum albumin. It has a role as an antioxidant, a human metabolite and a mouse metabolite. It is a member of biladienes and a dicarboxylic acid. It contains a 24G7 epitope. It is a conjugate acid of a bilirubin(2-). CC1=C(NC(=C1CCC(=O)O)CC2=C(C(=C(N2)/C=C\\3/C(=C(C(=O)N3)C)C=C)C)CCC(=O)O)/C=C\\4/C(=C(C(=O)N4)C=C)C